NC1(CCN(CC1)C(=O)[O-])C(NC(C)(C)C(N)=O)=O 4-amino-4-[(1-carbamoyl-1-methylethyl)carbamoyl]piperidine-1-carboxylate